(2R,5S)-1-(1-(4-Bromo-2-fluorophenyl)-2-methylpropyl)-2,5-dimethylpiperazine dihydrochloride Cl.Cl.BrC1=CC(=C(C=C1)C(C(C)C)N1[C@@H](CN[C@H](C1)C)C)F